ClC1=C(C(=O)Cl)C=CC=C1F 2-chloro-3-fluorobenzoyl chloride